5-[3-(1H-imidazol-5-yl)-7-(methylsulfanyl)imidazo[1,2-a]pyrimidin-2-yl]-3-(trifluoromethyl)-1H-1,2,4-triazole N1C=NC=C1C1=C(N=C2N1C=CC(=N2)SC)C2=NC(=NN2)C(F)(F)F